FC(C=1N=C2N(N=C(C(=C2)C)N2CC=3C=C(C=NC3CC2)NC2=CC=NN2C)C(C1)=O)F 2-(difluoromethyl)-8-methyl-7-(3-((1-methyl-1H-pyrazol-5-yl)amino)-7,8-dihydro-1,6-naphthyridin-6(5H)-yl)-4H-pyrimido[1,2-b]pyridazin-4-one